(3S,4s,5R)-4-(2,6-difluoro-4-(3-fluoro-1H-pyrrolo[2,3-b]pyridin-4-yl)phenyl)-3,5-dimethyl-1-(2-methylbut-3-en-2-yl)piperidin-4-ol FC1=C(C(=CC(=C1)C1=C2C(=NC=C1)NC=C2F)F)C2([C@H](CN(C[C@H]2C)C(C)(C=C)C)C)O